C(CCC)OC(=O)NCC1=C(N=NN1C)C1=CC=C(C(=N1)C)O[C@@H]1C[C@H](CCC1)C(=O)OC(C)C isopropyl (1S,3S)-3-((6-(5-(((butoxycarbonyl)amino)methyl)-1-methyl-1H-1,2,3-triazol-4-yl)-2-methylpyridin-3-yl)oxy)cyclohexane-1-carboxylate